tert-butyl 3-(hydroxymethyl)-3-(2-methyl-5-((2-(trifluoromethyl)pyridin-3-yl)methoxy)benzofuran-3-carboxamido)azetidine-1-carboxylate OCC1(CN(C1)C(=O)OC(C)(C)C)NC(=O)C1=C(OC2=C1C=C(C=C2)OCC=2C(=NC=CC2)C(F)(F)F)C